CC([C@@H](C[NH-])NC)C (S)-3-methyl-2-(methylamino)butylamide